4-(2-butyl)aminoaniline methyl-(S)-2-(chloromethyl)-4-cyclopropyl-1-(oxetan-2-ylmethyl)-1H-benzo[d]imidazole-6-carboxylate COC(=O)C=1C=C(C2=C(N(C(=N2)CCl)C[C@H]2OCC2)C1)C1CC1.CC(CC)NC1=CC=C(N)C=C1